FC1(C[C@H](CNC1)CC(=O)OC)F Methyl (R)-2-(5,5-difluoropiperidin-3-yl)acetate